trans-1-(6-((3,5-difluorophenyl)amino)pyrimidin-4-yl)-4-(3,4-dihydroisoquinolin-2(1H)-yl)piperidin ((3S,4R,5R)-5-(hydroxymethyl)-4-methyl-2-oxotetrahydrofuran-3-yl)carbamate OC[C@H]1[C@@H]([C@@H](C(O1)=O)NC(O)=O)C.FC=1C=C(C=C(C1)F)NC1=CC(=NC=N1)N1CCC(CC1)N1CC2=CC=CC=C2CC1